CS(=O)(=O)NC=1C=C(C=CC1)NC(C1=CC=C(C=C1)C1CCOCC1)=O N-(3-(methylsulfonamido)phenyl)-4-(tetrahydro-2H-pyran-4-yl)benzamide